2,4-dimethyl-3-acetyl-furan CC=1OC=C(C1C(C)=O)C